(R)-1-(4-(2-(4-chlorophenyl)but-3-yn-2-yl)thiazol-2-yl)urea ClC1=CC=C(C=C1)[C@@](C)(C#C)C=1N=C(SC1)NC(=O)N